FC1C(CCCC1)P(OC1CCCCC1)(OC1CCCCC1)=O dicyclohexyl (2-fluorocyclohexyl)phosphonate